C(CCC)S(=O)C1=C(C=2C(=NC(=CC2)C=2SC=CN2)S1)N 2-(butylsulfinyl)-6-(thiazol-2-yl)thieno[2,3-b]pyridin-3-amine